2-(2-oxoazepin-1-yl)benzaldehyde O=C1N(C=CC=CC1)C1=C(C=O)C=CC=C1